OCCCCN=CCC1=CC=CC(=N1)C(C)=O 6-(4-Hydroxybutylimino)ethyl-2-acetylpyridin